FC(C1(OCCC1)C(=O)N1C[C@H]2OC3=C([C@@H]1C2)C=NC=C3C#N)F (2S,5S)-4-(2-(difluoromethyl)tetrahydro-furan-2-carbonyl)-2,3,4,5-tetrahydro-2,5-methanopyrido[3,4-f][1,4]oxazepine-9-carbonitrile